[C@H]12COC[C@@H]2C1NC(=O)C=1C=C(C2=C(C(CO2)C2=C(C=CC=C2)C)C1)C(=O)NC N5-((1R,5S,6r)-3-oxabicyclo[3.1.0]hexan-6-yl)-N7-methyl-3-(o-tolyl)-2,3-dihydrobenzofuran-5,7-dicarboxamide